BrC1=CC2=CN(N=C2C=C1OC)[C@H]1[C@H](CN(CC1)C)F 5-bromo-2-((3s,4r)-3-fluoro-1-methylpiperidin-4-yl)-6-methoxy-2H-indazole